(piperazine-1-carbonyl)piperazin N1(CCNCC1)C(=O)N1CCNCC1